C(C)S(=O)(=O)C1=CC2=C(N(C(N2C)=O)C)C=C1C=1OC2=C(N1)C=C(C=C2)SC(F)(F)F 5-ethylsulfonyl-1,3-dimethyl-6-[5-(trifluoromethylsulfanyl)-1,3-benzoxazol-2-yl]benzimidazol-2-one